CN1C=NC2=CC(=CC=C2C1=O)C1=CC=CC=2N1N=CC2C(=O)N2CCCCC2 3-methyl-7-(3-(piperidine-1-carbonyl)pyrazolo[1,5-a]pyridin-7-yl)quinazolin-4(3H)-one